C(C)(C)(C)[Si](OC=1C(=C(C=CC1)C=1N=C(C=2N(C1)C(C(N2)=CC=2OC=CC2)=O)CC2=CC(=CC=C2)C)F)(C)C 6-(3-((tert-butyldimethyl-silyl)oxy)-2-fluorophenyl)-2-(furan-2-ylmethylene)-8-(3-methylbenzyl)imidazo[1,2-a]pyrazin-3(2H)-one